C(C)(C)(C)OC(=O)N1[C@H](COC2(CCC2)C1)C.ClC=1N=NC(=CC1[C@@H]1[C@H](C1)COC(C)C)Cl 3,6-dichloro-4-((1S,2S)-2-(isopropoxymethyl)cyclopropyl)pyridazine tert-butyl-(S)-7-methyl-5-oxa-8-azaspiro[3.5]nonane-8-carboxylate